C1(CC1)NC1=NC(=NC=C1C(F)(F)F)NC1=C2C=NN(C2=CC=C1)S(=O)(=O)CC N4-cyclopropyl-N2-(1-ethylsulfonylindazol-4-yl)-5-(trifluoromethyl)pyrimidine-2,4-diamine